C(C1=CC=CC=C1)OC1=C2CC(N(CC2=CC=C1OC)C1=NC2=CC=CC=C2C=N1)C(=O)OCC ethyl 5-(benzyloxy)-6-methoxy-2-(quinazolin-2-yl)-1,2,3,4-tetrahydroisoquinoline-3-carboxylate